C(CCCCCCCC)OC(CCCCCC(CCCCCC(=O)OC(CCCCCCCC)CCCCCCCC)NCC1COC1)=O 7-((oxetan-3-ylmethyl)amino)tridecanedioic acid 1-(heptadec-9-yl) 13-nonyl ester